NC=1C=C(C=C(C1)C(F)(F)F)C(C)NC1=NC(=NC2=CC(=C(C=C12)OCC1(CC1)CNC)OC)C N-(1-(3-amino-5-(trifluoromethyl)phenyl)ethyl)-7-methoxy-2-methyl-6-((1-((methylamino)methyl)cyclopropyl)methoxy)quinazolin-4-amine